O(CCNC)CCNC 2,2'-oxybis(N-methylethylamine)